1,1-dimethyl-1,2,3,4-tetrahydroisoquinolin-6-amine CC1(NCCC2=CC(=CC=C12)N)C